C1=CC=CC=2C(C=3C=CC=C4C(C=5C=CC=CC5N(C34)C12)=O)=O quino[3,2,1-de]acridine-5,9-dione